1-(3-(methoxycarbonyl)benzofuran-5-yl)-6-(trifluoromethoxy)-1H-indole-2-carboxylic acid COC(=O)C1=COC2=C1C=C(C=C2)N2C(=CC1=CC=C(C=C21)OC(F)(F)F)C(=O)O